BrC=1C=C(SC1)C(=O)N[C@@H](CC/C=C/C(=O)OC)C(=O)NC=1C(N(C=CC1)CC(=O)NC1C2CC3CC(CC1C3)C2)=O (S,E)-methyl 6-(4-bromothiophene-2-carboxamido)-7-(1-(2-(2-adamantylamino)-2-oxoethyl)-2-oxo-1,2-dihydropyridin-3-ylamino)-7-oxohept-2-enoate